1-[4-[[3-(3-fluoro-4-methoxyphenyl)imidazo[1,2-a]pyrazin-8-yl]amino]-2-methylbenzoyl]-N-(2-imidazol-1-ylethyl)piperidine-4-carboxamide FC=1C=C(C=CC1OC)C1=CN=C2N1C=CN=C2NC2=CC(=C(C(=O)N1CCC(CC1)C(=O)NCCN1C=NC=C1)C=C2)C